(4-Methoxy-3-nitrophenoxy)-4-(trifluoromethyl)pyridine COC1=C(C=C(OC2=NC=CC(=C2)C(F)(F)F)C=C1)[N+](=O)[O-]